FC(COC=1C(=NC=C(C1)F)OC=1C=CC=2N(C1)C(=C(N2)C(=O)NC2(CCS(CC2)(=O)=O)CC(F)(F)F)C)F 6-[[3-(2,2-difluoroethoxy)-5-fluoro-2-pyridyl]oxy]-N-[1,1-dioxo-4-(2,2,2-trifluoroethyl)thian-4-yl]-3-methyl-imidazo[1,2-a]pyridine-2-carboxamide